BrC1=CN=C2C=CC(=NC2=C1)C=1C(=NNC1)C1=NC(=CC=C1)C 7-bromo-2-[3-(6-methyl-2-pyridyl)-1H-pyrazol-4-yl]-1,5-naphthyridine